OC(C)C1=C2N=CC=NC2=C(C=C1CNC(C=C)=O)C1=CC=C(C=C1)OC(F)(F)F N-((5-(1-hydroxyethyl)-8-(4-(trifluoromethoxy)phenyl)quinoxalin-6-yl)methyl)acrylamide